[F-].C(CC)[N+]1=CC=C(C=C1)CCCC 1-propyl-4-butylpyridinium fluoride salt